1-methyl-N-((6-(pyrimidin-5-ylmethoxy)-1H-indol-2-yl)methyl)cyclopropane-1-carboxamide CC1(CC1)C(=O)NCC=1NC2=CC(=CC=C2C1)OCC=1C=NC=NC1